C(#C)C1=C(N=CC(=N1)C(=O)N)N(C)C(C)C 6-ethynyl-5-(isopropyl-(methyl)amino)pyrazine-2-carboxamide